C[C@H](CCCC(C)C(=O)O)[C@H]1CC[C@@H]2[C@@]1([C@H](C[C@H]3[C@H]2[C@@H](CC4=CC(=O)CC[C@]34C)O)O)C 7α,12α-dihydroxy-3-oxo-4-cholestenoic acid